ClC1=CC(=C(C=C1)[C@H]1OC2=C(OC1)C=CC=C2C2CCN(CC2)CC2=NC1=C(N2C[C@H]2OCC2)C=C(C=C1)C(=O)O)F 2-((4-((R)-3-(4-chloro-2-fluorophenyl)-2,3-dihydrobenzo[b][1,4]dioxin-5-yl)piperidin-1-yl)methyl)-1-(((S)-oxetan-2-yl)methyl)-1H-benzo[d]imidazole-6-carboxylic acid